NC=1C(=C(C=C2C=C(N=CC12)NC(=O)[C@H]1[C@@H](C1)C#N)C=1C=NC=CC1C)C(F)(F)F |r| (±)-(trans)-N-(8-amino-6-(4-methylpyridin-3-yl)-7-(trifluoromethyl)isoquinolin-3-yl)-2-cyanocyclopropanecarboxamide